2-(((S)-3-(5-chloro-2-methylphenyl)-3-(4-isopropylpiperazin-1-yl)propyl)-(methyl)amino)-2-(3-methyl-2-((1r,4S)-4-(trifluoromethoxy)cyclohexyl)phenyl)acetic acid ClC=1C=CC(=C(C1)[C@H](CCN(C(C(=O)O)C1=C(C(=CC=C1)C)C1CCC(CC1)OC(F)(F)F)C)N1CCN(CC1)C(C)C)C